2-(5-(3-((5-cyano-4-(4-fluorophenyl)thiazol-2-yl)(methyl)amino)-2-ethylimidazo[1,2-a]pyridin-6-yl)pyrimidin-2-yl)acetic acid C(#N)C1=C(N=C(S1)N(C1=C(N=C2N1C=C(C=C2)C=2C=NC(=NC2)CC(=O)O)CC)C)C2=CC=C(C=C2)F